8-(6-(1-(2-(6-azaspiro[2.5]octan-6-yl)ethoxy)-2,2,2-trifluoroethyl)pyridin-3-yl)-1-(3-methoxycyclobutyl)-3-methyl-1,3-dihydro-2H-imidazo[4,5-c]cinnolin-2-one C1CC12CCN(CC2)CCOC(C(F)(F)F)C2=CC=C(C=N2)C2=CC=1C3=C(N=NC1C=C2)N(C(N3C3CC(C3)OC)=O)C